(3S,4R)-4-((5,6-dichloro-7-(1-ethylcyclopropyl)pyrrolo[2,1-f][1,2,4]triazin-2-yl)amino)tetrahydro-2H-pyran-3-ol ClC=1C(=C(N2N=C(N=CC21)N[C@H]2[C@@H](COCC2)O)C2(CC2)CC)Cl